3-(4-methoxyphenyl)-4-methyl-morpholine COC1=CC=C(C=C1)C1N(CCOC1)C